5-(5-(3,5-dichlorophenyl)-5-(trifluoromethyl)-4,5-dihydro-1H-pyrazol-3-yl)-1,3,4-oxadiazole ClC=1C=C(C=C(C1)Cl)C1(CC(=NN1)C1=NN=CO1)C(F)(F)F